4-(4-((1R,5S)-8-thia-3-azabicyclo[3.2.1]octan-3-yl)-8-fluoro-2-(((2R,7aS)-2-fluorotetrahydro-1H-pyrrolizin-7a(5H)-yl)methoxy)pyrido[4,3-d]pyrimidin-7-yl)-5-ethynylnaphthalen-2-ol [C@H]12CN(C[C@H](CC1)S2)C=2C1=C(N=C(N2)OC[C@]23CCCN3C[C@@H](C2)F)C(=C(N=C1)C1=CC(=CC2=CC=CC(=C12)C#C)O)F